C(#C)C=1C(=C(C=CC1)C(C)=O)F (3-ethynyl-2-fluorophenyl)ethan-1-one